(S)-2-(difluoromethyl)-7-(1-methoxyethyl)thiazolo[5,4-b]pyridine-6-carboxylic acid methyl ester COC(=O)C=1C(=C2C(=NC1)SC(=N2)C(F)F)[C@H](C)OC